CN(C)C=CC(=O)C=CN(C)C dimethylaminovinyl ketone